CO[Si](CCCNCCN)(OC)OC N-(3-(Trimethoxysilyl)propyl)-1,2-ethanediamine